benzyl (1S,3R,4R)-spiro[bicyclo[2.2.1]heptane-2,1'-cyclopentan]-3-ylcarbamate C12(CCCC1)[C@H]1CC[C@@H]([C@H]2NC(OCC2=CC=CC=C2)=O)C1